C1(CCCCC1)COC1=NC=CC(=C1)C1(CCCC1)C(=O)N[C@@H](C)C1=CC=C(C(=O)O)C=C1 4-[(1S)-1-[[1-[2-(cyclohexylmethoxy)-4-pyridinyl]cyclopentanecarbonyl]amino]ethyl]benzoic acid